FC1=C(C2=C(C(=N1)OC)N=CS2)C2CCOCC2 6-fluoro-4-methoxy-7-(oxan-4-yl)-[1,3]thiazolo[4,5-c]pyridin